4-methylsulfanyl-5-phenyl-2-trimethylsilylmethyl-1,2-dihydro-3H-benzo[c]azepin-3-one CSC1=C(C2=C(CN(C1=O)C[Si](C)(C)C)C=CC=C2)C2=CC=CC=C2